ClC=1C=NC=C(C1[C@@H](C)OC=1C=C2C(=NN(C2=CC1OC)C1OCCCC1)C1=CC(=C(N=N1)N1CC(C1)(C)NCC(C)C)C#N)Cl 6-[5-[(1R)-1-(3,5-dichloro-4-pyridinyl)ethoxy]-6-methoxy-1-tetrahydropyran-2-yl-indazol-3-yl]-3-[3-(isobutylamino)-3-methyl-azetidin-1-yl]pyridazine-4-carbonitrile